C(C)(C)(C)OC(=O)N1[C@H](COCC1)CC(=O)O (S)-2-(4-(tert-butoxycarbonyl)morpholin-3-yl)acetic acid